BrC1=NN2C(NC(=C(C2=O)N2CCN(CC2)C(=O)OC(C)(C)C)CCCC(=O)OCC)=N1 tert-butyl 4-(2-bromo-5-(4-ethoxy-4-oxobutyl)-7-oxo-4,7-dihydro-[1,2,4]triazolo[1,5-a]pyrimidin-6-yl)piperazine-1-carboxylate